(3R)-7-fluoro-3H-spiro[1-benzofuran-2,4'-piperidine]-3-amine dihydrochloride Cl.Cl.FC1=CC=CC=2[C@H](C3(CCNCC3)OC21)N